NC=1C=CC(=NC1C1=C(C=CC=C1OC)F)NC1=NC=C(C(=C1)N1C[C@H](CCC1)O)C=1C=NN(C1)CC(F)F (3S)-1-(2-((5-amino-6-(2-fluoro-6-methoxyphenyl)pyridin-2-yl)amino)-5-(1-(2,2-difluoroethyl)-1H-pyrazol-4-yl)pyridin-4-yl)piperidin-3-ol